(S)-2-(2,6-dichlorobenzoylamino)-3-(1-methyl-2-oxo-1,2-dihydro-[3,5'-biquinoline]-8'-yl)propionic acid ClC1=C(C(=O)N[C@H](C(=O)O)CC2=CC=C(C=3C=CC=NC23)C=2C(N(C3=CC=CC=C3C2)C)=O)C(=CC=C1)Cl